C(CCC)C1=CC=C(C=C1)C#CC1=CC=C(C=C1)B1OC(C(O1)(C)C)(C)C 2-[4-[2-(4-butylphenyl)ethynyl]phenyl]-4,4,5,5-tetramethyl-1,3,2-dioxaborolan